C(C)C1=C2C=CC(=CC2=CC=C1F)O 5-Ethyl-6-fluoronaphthalene-2-ol